(R)-1-(1,3-difluoropropan-2-yl)pyrrolidin-3-amine FCC(CF)N1C[C@@H](CC1)N